ClC=1C=CC2=C(N=C(S2)C2N(C(N(C2)C)=O)C)C1 4-(5-Chlorobenzothiazol-2-yl)-1,3-dimethylimidazolin-2-one